BrC1=C2C(=CN=C1C)NC=C2 4-bromo-5-methyl-1H-pyrrolo[2,3-c]pyridine